BrC=1C=C(C=NC1OC)C1CN(CCC1(F)F)C(=O)OC(C)(C)C tert-butyl 3-(5-bromo-6-methoxypyridin-3-yl)-4,4-difluoropiperidine-1-carboxylate